2-(phenylsulfinyl)pyridine C1(=CC=CC=C1)S(=O)C1=NC=CC=C1